ClC1=C2C(=NC=C1)N(C=C2C2=NC=CC=N2)COCC[Si](C)(C)C 2-[(4-chloro-3-pyrimidin-2-yl-pyrrolo[2,3-b]pyridin-1-yl)methoxy]ethyl-trimethyl-silane